C1CCC2=C(C=3CCCC3C=C12)NC(=O)N=[S@@](=O)(N)C=1C=C2C=NN(C2=CC1)C |o1:16| (S) or (R)-N'-((1,2,3,5,6,7-hexahydro-s-indacen-4-yl)carbamoyl)-1-methyl-1H-indazole-5-sulfonimidamide